3-(4-amino-6-(1-((5,6-dihydro-4H-pyrrolo[1,2-b]pyrazol-2-yl)methyl)-1H-1,2,3-triazol-4-yl)pyrimidin-2-yl)-2-methylbenzonitrile NC1=NC(=NC(=C1)C=1N=NN(C1)CC=1C=C2N(N1)CCC2)C=2C(=C(C#N)C=CC2)C